C(C1=CC=CC=C1)C1C(N(C2=CC=CC=C2C1)C)=O 3-benzyl-1-methyl-3,4-dihydroquinolin-2(1H)-one